P1(=O)(OC2=CC=CC=C2)OC2=C(C=C(C=C2C(C)(C)C)C(C)(C)C)CC2=C(C(=CC(=C2)C(C)(C)C)C(C)(C)C)O1 phenyl 2,2'-methylene-bis(4,6-di-t-butylphenyl) phosphate